(+)-diphenyl-acetic acid C1(=CC=CC=C1)C(C(=O)O)C1=CC=CC=C1